[OH-].C(CCCCCC)[N+](CCCCCCC)(CCCCCCC)CCCCCCC tetraheptyl-ammonium hydroxide